C=1N=CN2C1C1=CC=CC=C1[C@@H]2[C@@H]2COC1=CC(=CC=C1[C@@H]2O)S(=O)(=O)C (3R,4R)-3-((S)-5H-imidazo[5,1-a]isoindol-5-yl)-7-(methylsulfonyl)chroman-4-ol